N-(4-chloro-2-fluorophenyl)-2-(1-(4-(2,6-dioxopiperidin-3-yl)-5-fluoro-2,3-dihydrobenzofuran-7-yl)azetidine-3-yl)acetamide ClC1=CC(=C(C=C1)NC(CC1CN(C1)C1=CC(=C(C=2CCOC21)C2C(NC(CC2)=O)=O)F)=O)F